tert-butyl 4-fluoro-4-({2-[(1r,4r)-4-({2,3,5-trifluoro-4-[(4-methoxyphenyl)methoxy]benzamido}methyl)cyclohexyl]-2H-indazol-6-yl}methyl)piperidine-1-carboxylate FC1(CCN(CC1)C(=O)OC(C)(C)C)CC=1C=CC2=CN(N=C2C1)C1CCC(CC1)CNC(C1=C(C(=C(C(=C1)F)OCC1=CC=C(C=C1)OC)F)F)=O